C(C1=CC=CC=C1)(=O)ON=C(C(=O)C1=CC=C(C=C1)SC1=CC=C(C=C1)C=CC(C1=CC=CC=C1)=O)CCCCCC 2-((benzoyloxy)imino)-1-(4-((4-(3-oxo-3-phenylprop-1-en-1-yl)phenyl)thio)phenyl)octan-1-one